4-(2-(4-fluoro-2-methylphenoxy)-4-(perfluoroethyl)benzamido)benzoic acid FC1=CC(=C(OC2=C(C(=O)NC3=CC=C(C(=O)O)C=C3)C=CC(=C2)C(C(F)(F)F)(F)F)C=C1)C